Cl.ClC1=CC(=C(C=C1)C1=CC=C(C=C1)N1CCN(CC1)CCC)N1CC(CCC1)N1N=CC(=C1C(F)F)C(=O)O 1-{1-[4-chloro-4'-(4-propylpiperazin-1-yl)[biphenyl]-2-yl]piperidin-3-yl}-5-(difluoromethyl)-1H-pyrazole-4-carboxylic acid hydrochloride